aminobenzhydrol NC(C1=CC=CC=C1)(C1=CC=CC=C1)O